C1=CC=CC=2C3=CC=CC=C3C(C12)COC(=O)N[C@H](C(=O)O)CC1=CC=C(C=C1)OC(F)(F)F (S)-2-((((9H-fluoren-9-yl)methoxy)carbonyl)amino)-3-(4-(trifluoromethoxy)phenyl)propanoic acid